C(C)(C)[C@@H]1N(CCN(C1)C)CC1=CC(=C2CN(C(C2=C1)=O)C1=CC(=CC=C1)[C@H](C1COC1)C1=NN=CN1C)C(F)(F)F 6-(((S)-2-isopropyl-4-methylpiperazin-1-yl)methyl)-2-(3-((S)-(4-methyl-4H-1,2,4-triazol-3-yl)(oxetan-3-yl)methyl)phenyl)-4-(trifluoromethyl)isoindolin-1-one